C(CCCCCCCCC)C(COC(CCCCC(=O)O)=O)CCCCCCCCCCCC 6-((2-decyltetradecyl)oxy)-6-oxohexanoic acid